5-(4-(((2R,6R)-6-cyclopropyl-1,4-dioxan-2-yl)methoxy)phenyl)-2-oxo-6-(trifluoromethyl)-1,2-dihydropyridin-3-carboxamide C1(CC1)[C@@H]1COC[C@@H](O1)COC1=CC=C(C=C1)C=1C=C(C(NC1C(F)(F)F)=O)C(=O)N